[(Z)-[amino-[5-(1-cyano-1-methyl-ethoxy)-3-[(R)-ethylsulfinyl]-2-pyridyl] methylene]amino] 4-nitrobenzenesulfonate [N+](=O)([O-])C1=CC=C(C=C1)S(=O)(=O)O\N=C(\C1=NC=C(C=C1[S@](=O)CC)OC(C)(C)C#N)/N